1-[2,3-dimethyl-3-(4-propan-2-ylphenyl)butan-2-yl]-4-propan-2-ylbenzene CC(C)(C(C)(C1=CC=C(C=C1)C(C)C)C)C1=CC=C(C=C1)C(C)C